O1C(=CC=C1)CNC1=NC=C(C=2N1C=NN2)C2=CC=C(C=C2)N2CCN(CC2)CCCOCC(=O)[O-] 2-(3-(4-(4-(5-((furan-2-ylmethyl)amino)-[1,2,4]triazolo[4,3-c]pyrimidin-8-yl)phenyl)piperazin-1-yl)propoxy)acetate